N-(6-(difluoromethyl)pyridin-2-yl)-7-isopropoxy-2-((1R,4R)-1-methyl-2-oxabicyclo[2.2.1]Hept-4-yl)imidazo[1,2-a]Pyridine-6-carboxamide FC(C1=CC=CC(=N1)NC(=O)C=1C(=CC=2N(C1)C=C(N2)[C@@]21CO[C@](CC2)(C1)C)OC(C)C)F